hydrogen peroxide-iron(II) salt [Fe+2].OO